C(=O)[O-].C(=O)[O-].[Cu+2].C1=CC=CC1.C1=CC=CC1 dicyclopentadiene copper diformate